N-(2-carbamoylpyridin-4-yl)-3-(4,4-difluoroazepan-1-yl)quinoxaline-2-carboxamide C(N)(=O)C1=NC=CC(=C1)NC(=O)C1=NC2=CC=CC=C2N=C1N1CCC(CCC1)(F)F